3-(4-(1-(7-((4-(((R)-1-(3-bromophenyl)ethyl)amino)-6-methoxy-2-methyl-quinazolin-7-yl)oxy)heptyl)piperidin-4-yl)-6-fluoro-1-oxoisoindolin-2-yl)piperidine-2,6-dioneAl BrC=1C=C(C=CC1)[C@@H](C)NC1=NC(=NC2=CC(=C(C=C12)OC)OCCCCCCCN1CCC(CC1)C1=C2CN(C(C2=CC(=C1)F)=O)C1C(N(C(CC1)=O)C=O)=O)C